NC1=C2C(=NC=N1)N(N=C2C2=CC=C(C=C2)OC2=CC=CC=C2)[C@H]2CN(CCC2)C(/C=C/COCCCCCCCCNC(OC(C)(C)C)=O)=O tert-butyl N-[8-[(E)-4-[(3R)-3-[4-amino-3-(4-phenoxyphenyl) pyrazolo[3,4-d]pyrimidin-1-yl]-1-piperidyl]-4-oxo-but-2-enoxy]octyl]carbamate